tert-butyl (1-(4'-(2-(4-(3-carbamoyl-5-methyl-1H-1,2,4-triazol-1-yl)phenyl)propan-2-yl)-[1,1'-biphenyl]-4-yl)-2,2,2-trifluoroethyl)carbamate C(N)(=O)C1=NN(C(=N1)C)C1=CC=C(C=C1)C(C)(C)C1=CC=C(C=C1)C1=CC=C(C=C1)C(C(F)(F)F)NC(OC(C)(C)C)=O